COC1=C(CC=2C(=C(C=C(C2)[N+](=O)[O-])S(=O)(=O)N)N2N=CC(=C2)CC(F)(F)F)C=CC(=C1)OC (2,4-dimethoxybenzyl)-5-nitro-2-[4-(2,2,2-trifluoroethyl)-1H-pyrazol-1-yl]benzenesulfonamide